(R)-2-(6-(4-(1-isopropyl-1H-pyrazol-5-yl)-4H-1,2,4-triazol-3-yl)pyridin-2-yl)-4-((methylamino)methyl)-6-(2-methylpyrrolidin-1-yl)-2,3-dihydro-1H-pyrrolo[3,4-c]pyridin-1-one C(C)(C)N1N=CC=C1N1C(=NN=C1)C1=CC=CC(=N1)N1CC=2C(=NC(=CC2C1=O)N1[C@@H](CCC1)C)CNC